tri(2-hexyl-3-octyl-4,5-dihydroxyoctyl-cyclohexane) phosphite P(O)(O)O.C(CCCCC)C(CC1CCCCC1)C(C(C(CCC)O)O)CCCCCCCC.C(CCCCC)C(CC1CCCCC1)C(C(C(CCC)O)O)CCCCCCCC.C(CCCCC)C(CC1CCCCC1)C(C(C(CCC)O)O)CCCCCCCC